C(C)(C)(C)N(C(O)=O)CCCCC(CCCCN(C(O)=O)C(C)(C)C)N.C methane (di-tert-butyl(5-aminononane-1,9-diyl)dicarbamate)